FC(CN1C(=NC2=C1C=C(C=C2F)C=2C(=CN1N=C(N=C(C12)OC)N[C@@H]1[C@H](CN(CC1)C1COC1)F)F)C)F 5-(1-(2,2-difluoroethyl)-4-fluoro-2-methyl-1H-benzo[d]imidazol-6-yl)-6-fluoro-N-((3S,4S)-3-fluoro-1-(oxetan-3-yl)piperidin-4-yl)-4-methoxypyrrolo[2,1-f][1,2,4]triazin-2-amine